N[C@@H](CC(=O)O)CC1=C(C=CC=C1)C (R)-β-amino-4-(2-methylphenyl)-butyric acid